ClC=1C(=NC(=NC1)N1C[C@H](N([C@@H](C1)C)C1=CC=C2C(=NN(C2=C1)C)[C@@H]1C(NC(CC1)=O)=O)C)NC=1C=C2CC(N(C2=CC1)C)=O (R)-3-(6-((2R,6R)-4-(5-chloro-4-((1-methyl-2-oxoindolin-5-yl)amino)pyrimidin-2-yl)-2,6-dimethylpiperazin-1-yl)-1-methyl-1H-indazol-3-yl)piperidine-2,6-dione